ClC1=C(C=C2C=C(N=NC2=C1)C1=C(C=CC=C1)OCOC)C(F)F 7-chloro-6-(difluoromethyl)-3-[2-(methoxymethoxy)phenyl]cinnoline